methyl-3-(difluoromethyl)1H-pyrazole-4-carboxylic acid CN1N=C(C(=C1)C(=O)O)C(F)F